((3-((bicyclo[3.1.0]hex-3-yloxy)methyl)-4-bromophenyl)amino)tetrahydro-2H-pyran-4-carboxylic acid C12CC(CC2C1)OCC=1C=C(C=CC1Br)NC1OCCC(C1)C(=O)O